C(C)(C)(C)[Si](OCC#C)(C1=CC=CC=C1)C1=CC=CC=C1 tert-butyldiphenyl-(prop-2-yn-1-yloxy)silane